(R)- or (S)-N-(4-Chlorobenzyl)-6-((1-((1-(1,2-dihydroxyethyl)cyclopropyl)sulfonyl)cyclopropyl)methyl)-1-methyl-7-oxo-4,5,6,7-tetrahydro-1H-pyrazolo[3,4-c]pyridine-3-carboxamide ClC1=CC=C(CNC(=O)C2=NN(C=3C(N(CCC32)CC3(CC3)S(=O)(=O)C3(CC3)[C@@H](CO)O)=O)C)C=C1 |o1:28|